3-(2,6-diazaspiro[3.4]octan-6-yl)-7-(2,8-dimethylimidazo[1,2-b]pyridazin-6-yl)-5-fluorocinnoline ditrifluoroacetate FC(C(=O)O)(F)F.FC(C(=O)O)(F)F.C1NCC12CN(CC2)C=2N=NC1=CC(=CC(=C1C2)F)C=2C=C(C=1N(N2)C=C(N1)C)C